isooctyl-toluene ethyl-3-amino-6-chloro-9-methyl-9H-pyrido[2,3-b]indole-2-carboxylate C(C)OC(=O)C=1C(=CC2=C(N(C3=CC=C(C=C23)Cl)C)N1)N.C(CCCCC(C)C)CC1=CC=CC=C1